2-carboxy-7-((2',4'-difluoro-[1,1'-biphenyl]-2-yl)oxy)-1,2,3,4-tetrahydronaphthalene C(=O)(O)C1CC2=CC(=CC=C2CC1)OC1=C(C=CC=C1)C1=C(C=C(C=C1)F)F